2-vinylpyridine C(=C)C1=NC=CC=C1